(S)-N-{1-[3-(6-Fluoro-pyridin-3-yl)-phenyl]-ethyl}-3-pyridin-4-yl-acrylamide FC1=CC=C(C=N1)C=1C=C(C=CC1)[C@H](C)NC(C=CC1=CC=NC=C1)=O